3,4,5-tris(octadecyloxy)phenylformaldehyde C(CCCCCCCCCCCCCCCCC)OC=1C=C(C=C(C1OCCCCCCCCCCCCCCCCCC)OCCCCCCCCCCCCCCCCCC)C=O